6-trifluoromethyl-piperidine hexafluorophosphate F[P-](F)(F)(F)(F)F.FC(C1CCCCN1)(F)F